ClS(=O)(=O)C1=CC=C(C(C(=O)Cl)=C1)OC 5-chlorosulfonyl-ortho-anisic acid chloride